2-amino-3-(4-imidazolyl)propionic acid NC(C(=O)O)CC=1N=CNC1